5,5'-di(4-carboxyl-phenyl)-2,2'-bipyridine iridium [Ir].C(=O)(O)C1=CC=C(C=C1)C=1C=CC(=NC1)C1=NC=C(C=C1)C1=CC=C(C=C1)C(=O)O